CSSC1=CC=CC=C1 p-methylthiomercaptobenzene